8-Fluoro-N,N-dimethyl-1-[trans-4-(pyridin-2-yloxy)cyclohexyl]-5,6-dihydro-4H-[1,2,4]triazolo[4,3-a][1]benzazepin-5-amin FC=1C=CC2=C(CC(CC=3N2C(=NN3)[C@@H]3CC[C@H](CC3)OC3=NC=CC=C3)N(C)C)C1